C[C@@H]1N(CCN(C1)S(=O)(=O)C)C1=CC(=NC=C1)NC=1SC2=NC(=CC=C2N1)C1=CC=NC=C1 (S)-N-(4-(2-methyl-4-(methylsulfonyl)piperazin-1-yl)pyridin-2-yl)-5-(pyridin-4-yl)thiazolo-[5,4-b]pyridin-2-amine